6-bromo-1H-pyrazolo[4,3-c]-pyridine BrC1=CC2=C(C=N1)C=NN2